C1(CC1)CN1CCN(CC1)C1=CC(=C(C=C1)CCC(=O)OC)C(N[C@H](C)C1=CC(=C(C=C1)OC)OC)=O methyl 3-[4-[4-(cyclopropylmethyl)piperazin-1-yl]-2-[[(1R)-1-(3,4-dimethoxyphenyl)ethyl]carbamoyl]phenyl]propanoate